ClC1=C(C=CC=C1)C1=CC(OC2=CC(=CC=C12)O[C@@H](C(=O)N1C[C@H](CCC1)CC(=O)OC)C)=O methyl 2-[(3R)-1-[(2R)-2-[4-(2-chlorophenyl)-2-oxo-chromen-7-yl]oxypropanoyl]-3-piperidyl]acetate